(R)-N-(6-(3-(2-hydroxypropan-2-yl)pyrrolidin-1-yl)-3-methylpyridazin-4-yl)-6-(1-methyl-1H-pyrazol-4-yl)picolinamide OC(C)(C)[C@H]1CN(CC1)C1=CC(=C(N=N1)C)NC(C1=NC(=CC=C1)C=1C=NN(C1)C)=O